CN1N=C(C(=C1)C(=O)O)C(NC=1C=CC=C2C=C(N=CC12)C=1C=NN(C1)C)=O 1-methyl-3-((3-(1-methyl-1H-pyrazol-4-yl)isoquinolin-8-yl)carbamoyl)-1H-pyrazole-4-carboxylic acid